(2R)-N-[2-(1-Benzylpiperidin-4-yl)ethyl]-2-methyl-4-[5-(trifluoromethyl)pyrimidin-2-yl]piperazine-1-carboxamide C(C1=CC=CC=C1)N1CCC(CC1)CCNC(=O)N1[C@@H](CN(CC1)C1=NC=C(C=N1)C(F)(F)F)C